ClC[C@H](COC1=CC=CC=C1)O (S)-1-chloro-3-phenoxy-2-propanol